N-(benzo[b]thiophen-3-ylmethyl)-6-(3-(1,3-dimethyl-1H-pyrazol-4-yl)-7,8-dihydro-1,6-naphthyridin-6(5H)-yl)-5-methylnicotinamide S1C2=C(C(=C1)CNC(C1=CN=C(C(=C1)C)N1CC=3C=C(C=NC3CC1)C=1C(=NN(C1)C)C)=O)C=CC=C2